C(C)(=O)O[C@H](COC1=C(C=C(C=C1Cl)S(=O)(=O)C1=CC=C(C=C1)OC[C@H](CS(=O)(=O)CC)OC(C)=O)Cl)CCl (R)-1-(4-((4-((R)-2-acetoxy-3-(ethylsulfonyl)propoxy) phenyl)sulfonyl)-2,6-dichlorophenoxy)-3-chloropropan-2-yl acetate